Cl.NCC(CN1C=C2C(N(CCC2=C1Br)C1CC1)=O)=CF 2-(2-(aminomethyl)-3-fluoroallyl)-1-bromo-5-cyclopropyl-2,5,6,7-tetrahydro-4H-pyrrolo[3,4-c]pyridin-4-one hydrochloride